(5-fluoro-2-((3-nitrophenyl)amino)pyrimidin-4-yl)-4-methylthiazol-2-amine FC=1C(=NC(=NC1)NC1=CC(=CC=C1)[N+](=O)[O-])C1=C(N=C(S1)N)C